3,5-difluoro-4-{[7-(2-methoxyethoxy)quinolin-4-yl]oxy}aniline FC=1C=C(N)C=C(C1OC1=CC=NC2=CC(=CC=C12)OCCOC)F